The molecule is a proanthocyanidin consisting of two molecules of (-)-epicatechin joined by a bond between positions 4 and 8' in a beta-configuration. Procyanidin B2 can be found in Cinchona pubescens (Chinchona, in the rind, bark and cortex), in Cinnamomum verum (Ceylon cinnamon, in the rind, bark and cortex), in Crataegus monogyna (Common hawthorn, in the flower and blossom), in Uncaria guianensis (Cat's claw, in the root), in Vitis vinifera (Common grape vine, in the leaf), in Litchi chinensis (litchi, in the pericarp), in the apple, in Ecdysanthera utilis and in red wine. It has a role as a metabolite and an antioxidant. It is a hydroxyflavan, a proanthocyanidin, a biflavonoid and a polyphenol. It derives from a (-)-epicatechin. C1[C@H]([C@H](OC2=C1C(=CC(=C2[C@@H]3[C@H]([C@H](OC4=CC(=CC(=C34)O)O)C5=CC(=C(C=C5)O)O)O)O)O)C6=CC(=C(C=C6)O)O)O